[2-(3-chloro-4-fluoro-2-methylaminomethyl-phenoxy)-ethyl]-tert-butyl carbamate C(N)(OC(CCCOC1=C(C(=C(C=C1)F)Cl)CNC)(C)C)=O